OC1(CCCC1)C=1NC(C=2SC(=C3OCCCC1C23)C=2C=NN(C2)C(C2=CC=CC=C2)(C2=CC=CC=C2)C2=CC=CC=C2)=O 5-(1-hydroxycyclopentyl)-1-(1-trityl-1H-pyrazol-4-yl)-4,6,7,8-tetrahydro-3H-9-oxa-2-thia-4-azabenzo[cd]azulen-3-one